4-(2-(Benzyloxy)-1-(5-fluoropyridin-2-yl)ethoxy)-6-(1-(3-((tert-butyldimethylsilyl)oxy)cyclobutyl)-5-methyl-1H-1,2,3-triazol-4-yl)-3-chloropyrazolo[1,5-a]pyridine C(C1=CC=CC=C1)OCC(OC=1C=2N(C=C(C1)C=1N=NN(C1C)C1CC(C1)O[Si](C)(C)C(C)(C)C)N=CC2Cl)C2=NC=C(C=C2)F